CO\C(=C/C1=CC=CC=C1)\S(=O)(=O)C1=CC=CC=C1 (E)-(2-methoxy-2-phenylsulfonylvinyl)-benzene